tert-Butyl 3-(7-bromo-4-hydroxybenzo[d]oxazol-2-yl)-3,8-diazabicyclo[3.2.1]octane-8-carboxylate BrC1=CC=C(C=2N=C(OC21)N2CC1CCC(C2)N1C(=O)OC(C)(C)C)O